ClC=1C=C(C=CC1)C(C(C1=CC=CC=C1)OC(N[C@H](C(=O)N[C@H](CO)C[C@H]1C(NCC1)=O)CC1(CC1)C)=O)(F)F ((S)-1-(((S)-1-hydroxy-3-((S)-2-oxopyrrolidin-3-yl)propan-2-yl)amino)-3-(1-methylcyclopropyl)-1-oxopropan-2-yl)carbamic acid 2-(3-chlorophenyl)-2,2-difluoro-1-phenylethyl ester